IC=1N=C(C(=NC1)S(=O)(=O)N1CC2(CN(C2)C(=O)OC(C)(C)C)C1)C tert-butyl 6-((5-iodo-3-methylpyrazin-2-yl)sulfonyl)-2,6-diazaspiro[3.3]heptane-2-carboxylate